Copper thiophenecarboxylic acid S1C(=CC=C1)C(=O)O.[Cu]